[K+].N[C@@H](C)C(=O)[O-] L-alanine, potassium salt